N-(3-chloro-4-(oxazol-5-yl)phenyl)chromane-4-carboxamide ClC=1C=C(C=CC1C1=CN=CO1)NC(=O)C1CCOC2=CC=CC=C12